N-(5-{6-[2-(2-Cyano-7-fluoro-4-methoxy-indol-1-yl)-ethylamino]-pyrimidin-4-yl}-3-ethoxy-thiophene-2-carbonyl)-benzenesulfonamide C(#N)C=1N(C2=C(C=CC(=C2C1)OC)F)CCNC1=CC(=NC=N1)C1=CC(=C(S1)C(=O)NS(=O)(=O)C1=CC=CC=C1)OCC